[6-(5-cyclopropyl-4H-1,2,4-triazol-3-yl)-2-azaspiro[3.3]heptan-2-yl]-[3-[4-[3-(trifluoromethyl)pyrazol-1-yl]phenyl]azetidin-1-yl]methanone C1(CC1)C=1NC(=NN1)C1CC2(CN(C2)C(=O)N2CC(C2)C2=CC=C(C=C2)N2N=C(C=C2)C(F)(F)F)C1